FC1=C(OC2=C3C=CN(C3=CC(=C2)OC)S(=O)(=O)CC)C=CC(=C1)F 4-(2,4-difluorophenoxy)-1-(ethylsulfonyl)-6-methoxy-1H-indole